COC1=C(C=CC(=C1)C=C)O methoxy-4-vinylphenol